tert-butyl 3,3-difluoro-4-(2-trimethylstannyl-4-pyridyl)-2,6-dihydropyridine-1-carboxylate FC1(CN(CC=C1C1=CC(=NC=C1)[Sn](C)(C)C)C(=O)OC(C)(C)C)F